FC1=[N+](C=CC=C1)CC1=CC=CC=C1 fluorobenzylpyridinium